methyl (S)-3-(6-(4,4,5,5-tetramethyl-1,3,2-dioxaborolan-2-yl)-4-((3-(trifluoromethyl)phenyl)sulfonyl)-3,4-dihydro-2H-benzo[b][1,4]oxazin-2-yl)propanoate CC1(OB(OC1(C)C)C1=CC2=C(O[C@H](CN2S(=O)(=O)C2=CC(=CC=C2)C(F)(F)F)CCC(=O)OC)C=C1)C